(3S,10S)-7-(4-acryloylpiperazin-1-yl)-3-(methoxymethyl)-10-(1-methyl-1H-indazol-7-yl)-9-(trifluoromethyl)-2,3-dihydro-5H-[1,4]thiazino[2,3,4-ij]quinazolin-5-one C(C=C)(=O)N1CCN(CC1)C1=NC(N2C3=C(C(=C(C=C13)C(F)(F)F)C=1C=CC=C3C=NN(C13)C)SC[C@@H]2COC)=O